ClC=1C(=NNC1C(Cl)(Cl)Cl)C(Cl)(Cl)Cl 4-chloro-3,5-bis[trichloromethyl]pyrazole